OC=1C=C(C)C=C(C1)O 3,5-dihydroxytoluene